OC1(COC1)CN1CC(CC1)[C@@H]1CC12NCCC(C2)C(=O)N (S)-1-((3-hydroxyoxetan-3-yl)methyl)pyrrolidin-3-yl-4-azaspiro[2.5]octane-7-carboxamide